[Si](C)(C)(C(C)(C)C)OC(CC=C)C1=CC(=C(C=N1)C=1C=2N(C3=CC(=NC=C3C1)Cl)N=CN2)C 4-(6-(1-((tert-butyldimethylsilyl)oxy)but-3-en-1-yl)-4-methylpyridin-3-yl)-8-chloro-[1,2,4]triazolo[1,5-a][1,6]naphthyridine